N-(3-chloro-5-(methylsulfonamido)phenyl)-4-phenyl-1H-imidazole-2-carboxamide ClC=1C=C(C=C(C1)NS(=O)(=O)C)NC(=O)C=1NC=C(N1)C1=CC=CC=C1